ethyl-3-methylimidazolium thiocyanate [S-]C#N.C(C)C=1NC=C[N+]1C